OCC1=C(C=C(C=C1)C1(C2=CC=CC=C2C=2C=CC=CC12)C1=CC(=C(C=C1)CO)C)C 9,9-bis(4-(hydroxymethyl)-3-methylphenyl)fluorene